CC=1N=C(NC1C)C1=NC=CC(=C1)C=1C=NC=C(C1)C(=O)N1CC(CC1)C1=CC=NC=C1 2'-(4,5-Dimethyl-1H-imidazol-2-yl)-5-[(3-pyridin-4-ylpyrrolidin-1-yl)carbonyl]-3,4'-bipyridin